N1C(=NC2=C1C=CC=C2)C(C2=C(C=CC=C2)OC)N2C(C1=CC=CC=C1C2)=O ((1H-benzo[d]imidazole-2-yl)(2-methoxyphenyl)methyl)isoindolin-1-one